trans-4-(5-bromothiazol-2-yl)cyclohexylamine BrC1=CN=C(S1)[C@@H]1CC[C@H](CC1)N